2-[2-(2-ethoxyethoxy)ethoxy]ethanol methacrylate C(C(=C)C)(=O)OCCOCCOCCOCC